C1(=CC=CC=C1)S(=O)(=O)C1=CC=C(C=C1)NC(=O)NCC=1C=CC=2N(C1)C=CN2 1-[4-(benzenesulfonyl)phenyl]-3-{imidazo[1,2-a]pyridin-6-ylmethyl}urea